Pyridine-2-carboxylic acid {3-[(1H-benzimidazol-2-ylmethyl)-(5,6,7,8-tetrahydro-quinolin-8-yl)-amino]-propyl}-amide N1C(=NC2=C1C=CC=C2)CN(CCCNC(=O)C2=NC=CC=C2)C2CCCC=1C=CC=NC21